ClC1=C(N(N=C1)C)C=1C=C(C=CC1OC)NC(=O)NC1=CC(=CC=C1)OC 1-[3-(4-Chloro-2-methyl-2H-pyrazol-3-yl)-4-methoxyphenyl]-3-(3-methoxy-phenyl)-urea